di-1-adamantyl-phosphine C12(CC3CC(CC(C1)C3)C2)PC23CC1CC(CC(C2)C1)C3